NC=1C=CC(=C2CN(C(C12)=O)CC(=C)C#N)C=1C=C2C(=NNC2=CC1)C(=O)NC1CCN(CC1)C 5-[7-amino-2-(2-cyano-2-methylideneethyl)-1-oxo-2,3-dihydro-1H-isoindol-4-yl]-N-(1-methylpiperidin-4-yl)-1H-indazole-3-carboxamide